O1C2(OCC1)CCOC1=C2C=CC(=C1)C1=NN=C2N1CCCCC2 3-{2,3-dihydrospiro[1-benzopyran-4,2'-[1,3]dioxolan]-7-yl}-5H,6H,7H,8H,9H-[1,2,4]triazolo[4,3-a]azepine